(3-bromophenyl)(tert-butyl)sulfane BrC=1C=C(C=CC1)SC(C)(C)C